C(C)S(=O)(=O)NC=1C(=C(C=CC1)CC=1C(=C(C(=C(C(=O)NOC)C1)NC1=C(C=C(C=C1)I)F)F)F)F 5-[[3-(Ethylsulfonylamino)-2-fluorophenyl]methyl]-3,4-difluoro-2-(2-fluoro-4-iodoanilino)-N-methoxybenzamide